1-(2-(1,2,3,4-tetrahydronaphthalen-2-yl)ethyl)guanidine hydrochloride Cl.C1C(CCC2=CC=CC=C12)CCNC(=N)N